COC(C(CC(=O)O)CC=1C=C2C=NNC2=C(C1)C)=O 4-Methoxy-3-((7-methyl-1H-indazol-5-yl)methyl)-4-oxobutanoic acid